C1(CCC1)C1CCCCCC1 cyclobutylcycloheptane